acryloyloxydodecyl dihydrogen phosphate P(=O)(OCCCCCCCCCCCCOC(C=C)=O)(O)O